NN1C(=NC(=C1C(=O)N)C1=CC=C(C=C1)C(NC=1N=NC=CC1)=O)[C@H]1N(CCCC1)C(C#CC)=O (S)-1-amino-2-(1-(but-2-ynoyl)piperidin-2-yl)-4-(4-(pyridazin-3-ylcarbamoyl)phenyl)-1H-imidazole-5-carboxamide